ClC1=CSC(=C1)Cl 3,5-dichlorothiophene